ClC1=CC2=C(C=N1)C(=NN2)N2C(N(CC2)C)=O 1-(6-Chloro-1H-pyrazolo[4,3-c]pyridin-3-yl)-3-methylimidazolidin-2-one